3-(cycloprop-2-en-1-yl)propanoate C1(C=C1)CCC(=O)[O-]